FC1(CC(CC1)CN1N=C(C(=C1C(=O)NC1=CC(=NC=C1)C(=O)N)C(F)(F)F)C(F)F)F 4-(1-((3,3-difluorocyclopentyl)methyl)-3-(difluoromethyl)-4-(trifluoromethyl)-1H-pyrazole-5-carboxamido)picolinamide